2-(PROP-2-YN-1-YLAMINO)ACETIC ACID C(C#C)NCC(=O)O